ClC1=CC=C(C(=O)N(C)[C@H](C)C2=CNC(C3=CC(=C(C=C23)F)F)=O)C=C1 |r| Racemic-4-chloro-N-(1-(6,7-difluoro-1-oxo-1,2-dihydroisoquinolin-4-yl)ethyl)-N-methylbenzamide